benzyl 3-[(2S,6R)-6-methyl-4-(4-nitrophenyl)sulfonyl-morpholin-2-yl]azetidine-1-carboxylate C[C@H]1O[C@H](CN(C1)S(=O)(=O)C1=CC=C(C=C1)[N+](=O)[O-])C1CN(C1)C(=O)OCC1=CC=CC=C1